C(C)(C)C1=C(NC2=CC=C(C=C12)C1CCN(CC1)CC1=NC=CC=C1)C1=C2C(=NC=C1)NN=C2 4-(3-isopropyl-5-(1-(pyridin-2-ylmethyl)piperidin-4-yl)-1H-indol-2-yl)-1H-pyrazolo[3,4-b]pyridine